2-(5-(2-methylpyrimidin-5-yl)-3-((methylsulfonyl)carbamoyl)-1H-indazol-1-yl)acetic acid CC1=NC=C(C=N1)C=1C=C2C(=NN(C2=CC1)CC(=O)O)C(NS(=O)(=O)C)=O